BrC=1C=CC(=C(C1)C(CNC(C(=O)OCC)=O)=O)OC(F)(F)F ethyl 2-((2-(5-bromo-2-(trifluoromethoxy)phenyl)-2-oxoethyl)amino)-2-oxoacetate